C(C=C)N1C(=NC2=C1C=CC=C2)C2=CC(=CC=C2)Br 1-allyl-2-(3-bromophenyl)benzimidazole